BrC1=C(N=CC2=CC=CC=C12)C1=CC=C(C2=CC=CC=C12)C[C@@H](C(=O)O)NC(C1=C(C=CC=C1Cl)Cl)=O (S)-3-(4-(4-bromoisoquinolin-3-yl)naphthalen-1-yl)-2-(2,6-dichlorobenzoylamino)propionic acid